rac-tert-butyl (tert-butoxycarbonyl)(4-((1S*,2S*)-2-carbamoylcyclopropyl)-2-chlorophenyl)carbamate C(C)(C)(C)OC(=O)N(C(OC(C)(C)C)=O)C1=C(C=C(C=C1)[C@@H]1[C@H](C1)C(N)=O)Cl |r|